5-methyl-1-(3,5,6-trimethylpyrazin-2-yl)pyridin-2(1H)-one CC=1C=CC(N(C1)C1=NC(=C(N=C1C)C)C)=O